2,5-dihydro-1,2-oxazepine O1NC=CCC=C1